3-Amino-4-(3-hydroxy-2-methylphenyl)-7-methylquinoline-2-carboxamide NC=1C(=NC2=CC(=CC=C2C1C1=C(C(=CC=C1)O)C)C)C(=O)N